COCCOC(C=C(C)N)=O.ClC1=CC(=C(C(=O)N2C[C@H](N(CC2)C2=C(C(=O)NC3CN(C3)C)C=C(C=C2)C=2C(=NC=CC2)OCC)CC)C=C1)C(F)(F)F 2-[(2R)-4-[4-chloro-2-(trifluoromethyl)benzoyl]-2-ethylpiperazin-1-yl]-5-(2-ethoxypyridin-3-yl)-N-(1-methylazetidin-3-yl)benzamide 2-methoxyethyl-3-amino-2-butenoate